BrC=1C=CC(=C(C(=O)O)C1)C(NC1=NC(=CC=C1)Cl)=O 5-bromo-2-[(6-chloropyridin-2-yl)carbamoyl]benzoic acid